ClC1=CC=C(CN2C(C(N(CC2=O)C(C)C)=O)C2=NC=C(C=C2)Cl)C=C1 4-(4-chlorobenzyl)-3-(5-chloropyridin-2-yl)-1-isopropylpiperazine-2,5-dione